C(C)(C)(C)OC(=O)NS(OC[C@H]1O[C@H](C([C@@H]1O)(F)F)N1C2=NC=NC(=C2N=C1)NC1=CC(=CC=C1)C#C)(=O)=O ((2R,3R,5R)-5-(6-((3-ethynylphenyl)amino)-9H-purin-9-yl)-4,4-difluoro-3-hydroxytetrahydrofuran-2-yl)methyl (tert-butoxycarbonyl)sulfamate